FC1=C(CC=2N(C3=C(N2)SC(=C3)C(=O)OC)C[C@H]3OCC3)C=CC(=C1)B1OC(C(O1)(C)C)C methyl 2-(2-fluoro-4-(4,4,5-trimethyl-1,3,2-dioxaborolan-2-yl)benzyl)-1-(((S)-oxetan-2-yl)methyl)-1H-thieno[2,3-d]imidazole-5-carboxylate